(3-(5-aminoisoxazol-3-yl)pyrrolidin-1-yl)(6-chloro-1H-indol-2-yl)methanone NC1=CC(=NO1)C1CN(CC1)C(=O)C=1NC2=CC(=CC=C2C1)Cl